4-((1-(3-(5-oxo-5,6-dihydro-1,6-naphthyridin-7-yl)propyl)piperidin-4-yl)amino)benzonitrile O=C1C=2C=CC=NC2C=C(N1)CCCN1CCC(CC1)NC1=CC=C(C#N)C=C1